[2-(Benzyloxy)-6-pentadecylphenyl](2,4,5-trimethoxyphenyl)methanone C(C1=CC=CC=C1)OC1=C(C(=CC=C1)CCCCCCCCCCCCCCC)C(=O)C1=C(C=C(C(=C1)OC)OC)OC